n-decane-ylsilane C(CCCCCCCCC)[SiH3]